2-Amino-3-[(R)-1-carboxyethyl]-2-deoxy-β-D-glucopyranose N[C@H]1[C@H](O)O[C@@H]([C@H]([C@@]1(O)[C@@H](C)C(=O)O)O)CO